C(CCC)N(C)CC=1C(=CC(N(C1)C)=O)I 5-((butyl-(methyl)amino)methyl)-4-iodo-1-methylpyridin-2(1H)-one